OCCOCCOCCOCCOCCOCCOCCN(C(OC(C)(C)C)=O)C tert-butyl N-[2-[2-[2-[2-[2-[2-(2-hydroxyethoxy)ethoxy]ethoxy] ethoxy]ethoxy]ethoxy]-ethyl]-N-methylcarbamate